2,7-diiodo-9,10-bis(tert-butyldimethylsiloxy)phenanthrene IC1=CC=2C(=C(C3=CC(=CC=C3C2C=C1)I)O[Si](C)(C)C(C)(C)C)O[Si](C)(C)C(C)(C)C